3,5-dimethyl-4-hydroxyaniline CC=1C=C(N)C=C(C1O)C